(S)-6-cyclopropyl-7-(4-fluorophenyl)-1-(2-isopropyl-4-methylpyridin-3-yl)-4-(2-methylpiperazin-1-yl)pyrido[2,3-d]pyrimidin-2(1H)-one C1(CC1)C1=CC2=C(N(C(N=C2N2[C@H](CNCC2)C)=O)C=2C(=NC=CC2C)C(C)C)N=C1C1=CC=C(C=C1)F